(S)-N-(2-((((9H-fluoren-9-yl)methoxy)carbonyl)amino)-4-methylpentyl)-N-(isobutylsulfonyl)glycine C1=CC=CC=2C3=CC=CC=C3C(C12)COC(=O)N[C@H](CN(CC(=O)O)S(=O)(=O)CC(C)C)CC(C)C